4-(5-(3-methoxy-4-phenyl-1H-pyrazol-1-yl)pyrazolo[1,5-a]pyrimidin-7-yl)morpholine COC1=NN(C=C1C1=CC=CC=C1)C1=NC=2N(C(=C1)N1CCOCC1)N=CC2